2-phenylethyl bromide C1(=CC=CC=C1)CCBr